FC1=C(C=CC2=C1OCO2)B(O)O 2-FLUORO-3,4-METHYLENEDIOXYPHENYLBORONIC ACID